OC=1C=C(C=CC1)C#CCN1C(N(C(C(=C1OC)NC(C=C)=O)=O)C)=O N-(1-(3-(3-hydroxyphenyl)prop-2-yn-1-yl)-6-methoxy-3-methyl-2,4-dioxo-1,2,3,4-tetrahydropyrimidin-5-yl)acrylamide